COC(=O)C=1N=NN(C1C)C(C(=O)N1C(CC(C1)O)C(NC(C(=O)N)CC1=CC=C(C=C1)C1=CC=CC=C1)=O)C(C)C 1-(1-(2-((3-([1,1'-biphenyl]-4-yl)-1-amino-1-oxopropan-2-yl)carbamoyl)-4-hydroxypyrrolidin-1-yl)-3-methyl-1-oxobutan-2-yl)-5-methyl-1H-1,2,3-triazole-4-carboxylic acid methyl ester